ClC=1C=C(C=CC1)N1N=CC(=C1)[C@H](C(=O)NC1=NNC(=C1)[C@H]1C(C1)(F)F)C (R)-2-(1-(3-chlorophenyl)-1H-pyrazol-4-yl)-N-(5-((S)-2,2-difluorocyclopropyl)-1H-pyrazol-3-yl)propanamide